ClC1=C(C=CC=C1OC)N1N=CC2=C1COC[C@H]2N[S@@](=O)C(C)(C)C (S)-N-((S)-1-(2-chloro-3-methoxyphenyl)-1,4,5,7-tetrahydropyrano[3,4-c]pyrazol-4-yl)-2-methylpropane-2-sulfinamide